FC1(CCC2=C1N=C(N=C2C2=CC1=C(C(NCC3(CC3)O1)=O)C=C2)N2[C@H]([C@@H](C2)O)C)F 8-(7,7-difluoro-2-((2S,3R)-3-hydroxy-2-methylazetidin-1-yl)-6,7-dihydro-5H-cyclopenta[d]pyrimidin-4-yl)-3,4-dihydro-5H-spiro[benzo[f][1,4]oxazepine-2,1'-cyclopropan]-5-one